C1(CC1)N1N=CC(=C1CO[C@@]12N(C[C@@H](CC1)C2)C=2C=CC=C(C(=O)NS(=O)(=O)C1CCOCC1)C2)C2=C(C=CC=C2Cl)Cl (1S,4S,5R)-5-{[1-cyclopropyl-4-(2,6-dichlorophenyl)-1H-pyrazol-5-yl]methoxyl-2-azabicyclo[2.2.1]heptan-2-yl}-N-(oxane-4-sulfonyl)benzamide